2-((4-fluoro-2-methylphenyl)-amino)-N-(4-(methylsulfonyl)-phenyl)-4-(trifluoromethyl)-benzamide FC1=CC(=C(C=C1)NC1=C(C(=O)NC2=CC=C(C=C2)S(=O)(=O)C)C=CC(=C1)C(F)(F)F)C